trans-2-((4-(4-(4-Chlorophenyl)-5-(2-(methylthio)ethyl)-4H-1,2,4-triazol-3-yl)cyclohexyl)oxy)pyridine ClC1=CC=C(C=C1)N1C(=NN=C1CCSC)[C@@H]1CC[C@H](CC1)OC1=NC=CC=C1